COC(=O)N1C(=NCC1)SC 2-(methylthio)-4,5-dihydro-1H-imidazole-1-carboxylic acid methyl ester